2-(5-((5-(5-(difluoromethyl)-1,3,4-oxadiazol-2-yl)pyrimidin-2-yl)amino)-7-phenyl-1H-benzo[d]imidazol-1-yl)ethan-1-ol FC(C1=NN=C(O1)C=1C=NC(=NC1)NC1=CC2=C(N(C=N2)CCO)C(=C1)C1=CC=CC=C1)F